1-(2-hydroxy-3-methoxy-4-(methoxymethoxy)phenyl)ethan-1-one OC1=C(C=CC(=C1OC)OCOC)C(C)=O